C(C1=CC=C(C(=O)OC2=C(C=C(C=C2CC2=C(C(=CC(=C2)C)C(C)(C)C)O)C)C(C)(C)C)C=C1)(=O)OC1=C(C=C(C=C1CC1=C(C(=CC(=C1)C)C(C)(C)C)O)C)C(C)(C)C bis[2-tert-butyl-4-methyl-6-(2-hydroxy-3-tert-butyl-5-methylbenzyl)phenyl] terephthalate